C(C(=O)[O-])(=O)[O-].[Co+2] cobalt oxalate